5-((5-isopropoxypyridin-2-yl)methoxy)-1,3,4-thiadiazol-2-amine C(C)(C)OC=1C=CC(=NC1)COC1=NN=C(S1)N